FC1=CC=C(C=C1)CCC(CCC)N 1-(4-fluorophenyl)hexane-3-amine